IC12CC(C1)(C2)C2=C(C=CC(=C2)C)S(=O)(=O)NC (3-iodobicyclo[1.1.1]pentan-1-yl)-N,4-dimethylbenzenesulfonamide